C1(=CC=C(C=C1)NC1=CC=C(C=2C(C3=CC=CC=C3C(C12)=O)=O)NC1=CC=C(C=C1)C)C 1,4-bis(p-tolylamino)anthracene-9,10-dione